(1s,4s)-4-(3-bromoanilino)-1'-methyl-2'-oxo-1',2'-dihydrospiro[cyclohexane-1,3'-indole]-4-carboxylic acid methyl ester COC(=O)C1(CCC2(C(N(C3=CC=CC=C23)C)=O)CC1)NC1=CC(=CC=C1)Br